FC1=C(C(=NN1)C(=O)O)F difluoropyrazolecarboxylic acid